BrC=1C=C(C=2N(C1)N=CC2C#N)C=2C=CC(=NC2)N2CCC(CC2)(C)CNC(=O)C2=NC=CC=C2 N-(1-(5-(6-bromo-3-cyanopyrazolo[1,5-a]pyridin-4-yl)pyridin-2-yl)-4-methylpiperidin-4-yl)methylpyridineamide